NCC1=NNC(C2=CC=C(C=C12)C=1C=NN(C1C1=C(C2=C(C=CC=C2C=C1)F)C#N)C)=O 2-(4-(4-(aminomethyl)-1-oxo-1,2-dihydrophthalazin-6-yl)-1-methyl-1H-pyrazol-5-yl)-8-fluoro-1-naphthonitrile